CN(C1(CCC1)CNC=1C2=C(N=C(N1)OC[C@]13CCCN3C[C@@H](C1)F)C(=C(N=C2)C2=C(C=CC=C2)C(C)C)F)C N-((1-(dimethylamino)cyclobutyl)methyl)-8-fluoro-2-(((2R,7aS)-2-fluorotetrahydro-1H-pyrrolizin-7a(5H)-yl)methoxy)-7-(2-isopropylphenyl)pyrido[4,3-d]pyrimidin-4-amine